5-(perfluoroethyl)-1H-pyrazolo[3,4-b]Pyridine-3-carboxamide FC(C(F)(F)F)(C=1C=C2C(=NC1)NN=C2C(=O)N)F